(3-fluoropiperidin-4-yl)(methyl)carbamic acid tert-butyl ester C(C)(C)(C)OC(N(C)C1C(CNCC1)F)=O